(3S,4S,5S)-3-fluoro-5-(hydroxymethyl)-4-methylpyrrolidin-2-one F[C@@H]1C(N[C@@H]([C@@H]1C)CO)=O